copper-antimony-selenium [Se].[Sb].[Cu]